ethyl 2-(3-chloro-2-pyridinyl)-5-oxo-3-pyrazolidinecarboxylate ClC=1C(=NC=CC1)N1NC(CC1C(=O)OCC)=O